2-mercapto-ethyl-carbonyl-amino-acetic acid hydrazide SCCC(=O)C(C(=O)NN)N